3-(2-chloro-4'-((2-oxo-4-(trifluoromethyl)pyridin-1(2H)-yl)methyl)-[1,1'-biphenyl]-3-yl)piperidine-2,6-dione bicarbonate C(O)(O)=O.ClC1=C(C=CC=C1C1C(NC(CC1)=O)=O)C1=CC=C(C=C1)CN1C(C=C(C=C1)C(F)(F)F)=O